(R)-benzyl 4-(1-(2,6-bis(benzyloxy)pyridin-3-yl)-2-oxo-1,2-dihydrobenzo[cd]indol-5-yl)azepane-1-carboxylate C(C1=CC=CC=C1)OC1=NC(=CC=C1N1C(C2=C3C(C=CC=C13)=C(C=C2)[C@H]2CCN(CCC2)C(=O)OCC2=CC=CC=C2)=O)OCC2=CC=CC=C2